5-[5-[(1R)-1-(3,5-dichloro-4-pyridyl)ethoxy]-1H-indazol-3-yl]-2-[(1-isopropyl-4-piperidyl)oxy]-3-methoxy-benzonitrile ClC=1C=NC=C(C1[C@@H](C)OC=1C=C2C(=NNC2=CC1)C=1C=C(C(=C(C#N)C1)OC1CCN(CC1)C(C)C)OC)Cl